bicyclo-(2.2.1)-hepta-2,5-diene C12C=CC(C=C1)C2